C(C)(C)(C)OC(=O)N(C[C@@H](CC(=O)OC)C)CC1=CC=C(C=C1)OC |r| rac-Methyl 4-((tert-butoxycarbonyl)(4-methoxybenzyl)amino)-3-methylbutanoate